N-(2,5,8,11,14,17,20,23,26,29,32,35-dodecaoxaheptatriacontan-37-yl)benzamide COCCOCCOCCOCCOCCOCCOCCOCCOCCOCCOCCOCCNC(C1=CC=CC=C1)=O